6-amino-7-(3-hydroxy-2,6-dimethylphenyl)-2-((2-hydroxyethyl)amino)-7H-pyrrolo[2,3-d]pyrimidine-5-carboxamide NC1=C(C2=C(N=C(N=C2)NCCO)N1C1=C(C(=CC=C1C)O)C)C(=O)N